Methyl 5-amino-6-cyano-4-(3-methoxy-2,6-dimethylphenyl)-4H-thieno[3,2-b]pyrrole-2-carboxylate NC1=C(C2=C(N1C1=C(C(=CC=C1C)OC)C)C=C(S2)C(=O)OC)C#N